4-[6-[4-(hydroxy-methyl)phenyl]imidazo[1,2-b]pyridazin-3-yl]-2-methoxy-phenol OCC1=CC=C(C=C1)C=1C=CC=2N(N1)C(=CN2)C2=CC(=C(C=C2)O)OC